C1=CC=C2C(=C1)C(=O)C3=C(C=CC=C3S2)O Hydroxythioxanthone